COC1=C(C=C(C(=C1)\C=C\[N+](=O)[O-])OC)N1CCOCC1 (E)-4-(2,5-dimethoxy-4-(2-nitrovinyl)phenyl)morpholine